5-([1,2,4]Triazolo[1,5-a]pyridin-6-yl)-N-(6-chloropyridin-3-yl)-1-(6-methylpyridin-2-yl)-1H-pyrazol-3-carboxyamid N=1C=NN2C1C=CC(=C2)C2=CC(=NN2C2=NC(=CC=C2)C)CC(=O)NC=2C=NC(=CC2)Cl